sodium hydroxybenzene OC1=CC=CC=C1.[Na]